C1(CC1)NC(=O)C=1C(=CC(=C(C1)C=1C=NC(=C(C(=O)N(C)C)C1)NC(CO)(C)C)C)F 5-(5-(cyclopropylcarbamoyl)-4-fluoro-2-methylphenyl)-2-((1-hydroxy-2-methylpropan-2-yl)amino)-N,N-dimethylnicotinamide